6-{(1R,3R)-3-[3-(5-Chloro-2-methoxyphenyl)-1,2,4-oxadiazol-5-yl]-2,2-dimethylcyclopropyl}pyridine-3-sulfonamide ClC=1C=CC(=C(C1)C1=NOC(=N1)[C@H]1C([C@@H]1C1=CC=C(C=N1)S(=O)(=O)N)(C)C)OC